benzyl N-[(1S)-1-(cyclopentylmethyl)-2-hydrazino-2-oxo-ethyl]carbamate C1(CCCC1)C[C@@H](C(=O)NN)NC(OCC1=CC=CC=C1)=O